C(C(=C)C)(=O)OC1CCCCC1 CYCLOHEXYL METHACRYLATE